2-[(2R)-azetidin-2-yl]propan-2-ol N1[C@H](CC1)C(C)(C)O